(bis(hydroxy-propyl))aminobenzoate OCCCN(CCCO)C1=C(C(=O)[O-])C=CC=C1